(1S,2R)-N,N-dibenzyl-1-phenyl-2-(4,4,5,5-tetramethyl-1,3,2-dioxaborolan-2-yl)butan-1-amine C(C1=CC=CC=C1)N([C@@H]([C@@H](CC)B1OC(C(O1)(C)C)(C)C)C1=CC=CC=C1)CC1=CC=CC=C1